2-(4-dodecylphenyl)[1]benzothiophene C(CCCCCCCCCCC)C1=CC=C(C=C1)C=1SC2=C(C1)C=CC=C2